4-[[3-[2,3-difluoro-4-(2-pyridyloxy)phenyl]imidazo[1,2-a]pyrazin-8-yl]amino]-2-ethyl-N-[2-[2-[(3S)-3-(hydroxymethyl)piperazin-1-yl]-2-oxo-ethoxy]ethyl]benzamide FC1=C(C=CC(=C1F)OC1=NC=CC=C1)C1=CN=C2N1C=CN=C2NC2=CC(=C(C(=O)NCCOCC(=O)N1C[C@H](NCC1)CO)C=C2)CC